ClCCCCC[C@H](C(C)(C)C=1C=C(C=C(C1)O)O)C1=CC=CC=C1 (S)-5-(8-chloro-2-methyl-3-phenyloctan-2-yl)benzene-1,3-diol